CN1CCC(CC1)C1=CNC=2C1=NC(=CC2)NC(=O)C=2OC=CC2 N-[3-(1-methylpiperidin-4-yl)-1H-pyrrolo[3,2-b]pyridin-5-yl]furan-2-carboxamide